The molecule is trianion of geranyl diphosphate arising from deprotonation of the three OH groups of the diphosphate; major species at pH 7.3. It has a role as a human metabolite and a Saccharomyces cerevisiae metabolite. It is a conjugate base of a geranyl diphosphate. CC(=CCC/C(=C/COP(=O)([O-])OP(=O)([O-])[O-])/C)C